N1(C=NC=C1)C1=CNC(=C1)CC1=CC=C(C=C1)C=1N(C=C(N1)C(F)(F)F)C(C)C 3-(1H-imidazol-1-yl)-5-(4-(1-isopropyl-4-(trifluoromethyl)-1H-imidazol-2-yl)benzyl)pyrrole